(S)-4-(cyclohex-1-en-1-yl)-3-(1-(4-fluorophenyl)pyrrolidin-3-yl)-1-methyl-1H-pyrazol-5-amine C1(=CCCCC1)C=1C(=NN(C1N)C)[C@@H]1CN(CC1)C1=CC=C(C=C1)F